ClC(=O)O[C@@H]1CC2=CC[C@H]3[C@H]4[C@](CC[C@@H]3[C@]2(CC1)C)([C@H](CC4)[C@H](C)CCCC(C)C)C (1R,3aS,3bS,7S,9aR,9bS,11aR)-9a,11a-dimethyl-1-[(2R)-6-methylhept-2-yl]-2,3,3a,3b,4,6,7,8,9,9a,9b,10,11,11a-tetradecahydro-1H-cyclopenta[1,2-i]phenanthren-7-yl chloromethanoate